C(#N)C1=C(SC2=C1C(=NC=C2F)C=2C1=C(C=3C=NC(=NC3C2F)N2C[C@]3(C[C@H]3C2)CN(C)C)COC1)NC(OC(C)(C)C)=O tert-Butyl (3-cyano-4-(3-((1S,5R)-1-((dimethylamino)methyl)-3-azabicyclo[3.1.0]hexan-3-yl)-5-fluoro-7,9-dihydrofuro[3,4-f]quinazolin-6-yl)-7-fluorothieno[3,2-c]pyridin-2-yl)carbamate